N1(CCCC1)C(=O)OC1=C(C=CC(=C1)F)\C=C/1\C(N=C(S1)N1NCCCC1)=O [5-Fluoro-2-[(Z)-(2-hexahydropyridazin-1-yl-4-oxo-thiazol-5-ylidene)methyl]phenyl] pyrrolidine-1-carboxylate